C1(=CCCC1)C=1C=C(C=C2NC(C(NC12)C)=O)C(=O)OC methyl 8-(cyclopent-1-en-1-yl)-2-methyl-3-oxo-1,2,3,4-tetrahydroquinoxaline-6-carboxylate